6-(cyclopropanecarboxamido)-4-((5-fluoro-2-methoxy-3-(pyrimidin-2-yl)phenyl)amino)-N-(methyl-d3)pyridazine-3-carboxamide C1(CC1)C(=O)NC1=CC(=C(N=N1)C(=O)NC([2H])([2H])[2H])NC1=C(C(=CC(=C1)F)C1=NC=CC=N1)OC